methyl 2-bromo-3-chloro-5-[[4-(1-ethylpropylamino)-5-methyl-pyrimidin-2-yl]amino]benzoate BrC1=C(C(=O)OC)C=C(C=C1Cl)NC1=NC=C(C(=N1)NC(CC)CC)C